2-methyl-4-{6-[(1-{[3-methyl-4-(propan-2-yl)phenyl]carbamoyl}-D-prolyl)amino]pyridin-3-yl}benzoic acid CC1=C(C(=O)O)C=CC(=C1)C=1C=NC(=CC1)NC([C@@H]1N(CCC1)C(NC1=CC(=C(C=C1)C(C)C)C)=O)=O